8-methyl-6-(3-pyridin-4-yl-propoxy)-2-(4-trifluoromethyl-pyridin-2-yl)-3H-quinazolin-4-one hydrochloride Cl.CC=1C=C(C=C2C(NC(=NC12)C1=NC=CC(=C1)C(F)(F)F)=O)OCCCC1=CC=NC=C1